CC1=CC=CC(=N1)C1=NC=CC(=N1)NC1=NC(=NC=C1)NC=1C=C(SC1)C(=O)OCCN1CCNCC1 2-piperazin-1-ylethyl 4-[[4-[[2-(6-methyl-2-pyridyl)pyrimidin-4-yl]amino]pyrimidin-2-yl]amino]thiophene-2-carboxylate